9-hydroxy-2-methyl-3-(2-(4-(8-methyl-5,6-dihydro-11H-benzo[5,6]cyclohepta[1,2-b]pyridin-11-ylidene)piperidin-1-yl)ethyl)-6,7,8,9-tetrahydro-4H-pyrido[1,2-a]pyrimidin-4-one OC1CCCN2C1=NC(=C(C2=O)CCN2CCC(CC2)=C2C1=C(CCC=3C2=NC=CC3)C=C(C=C1)C)C